BrC=1C(=NN(C1)C1=CC=C(C=C1)N1CCN(CC1)C(=O)OC(C)(C)C)C1=C(C(=CC=C1)NS(N(C)CC)(=O)=O)F tert-butyl 4-{4-[4-bromo-3-(3-{[ethyl(methyl)sulfamoyl]amino}-2-fluorophenyl)pyrazol-1-yl]phenyl}piperazine-1-carboxylate